BrC1=C2N=CC=NC2=C(C=C1N)C1=CC=C(C=C1)OC(F)(F)F 5-bromo-8-(4-(trifluoromethoxy)phenyl)quinoxalin-6-amine